5-sulfoisophthalic acid lithium salt [Li+].S(=O)(=O)([O-])C=1C=C(C=C(C(=O)[O-])C1)C(=O)[O-].[Li+].[Li+]